O1CCCC2=CC=CC=C12 racemic-chromane